NC1=CC(=C(OC=2C=CC3=C(CCCC(N3)=O)C2)C(=C1)Br)Br 7-(4-amino-2,6-dibromo-phenoxy)-1,3,4,5-tetrahydro-1-benzazepin-2-one